ethylene glycol maleate zinc [Zn+2].C(\C=C/C(=O)[O-])(=O)[O-].C(CO)O